5-methyl-2-phenylmercapto-1,3,4-oxadiazole CC1=NN=C(O1)SC1=CC=CC=C1